COC1=CC=C(C=C1)CN(C1=CN=C2C(=N1)OC(=C2)C)CC2=CC=C(C=C2)OC N,N-bis[(4-methoxyphenyl)methyl]-6-methyl-furo[2,3-b]pyrazin-3-amine